Tert-butyl 4-(4-(2-(1-(3-(1H-1,2,3-triazol-1-yl)propanoyl)-1,2,5,6-tetrahydropyridin-3-yl)-5-(dimethylcarbamoyl)-1H-indol-7-yl)-3-methoxyphenyl)piperazine-1-carboxylate N1(N=NC=C1)CCC(=O)N1CC(=CCC1)C=1NC2=C(C=C(C=C2C1)C(N(C)C)=O)C1=C(C=C(C=C1)N1CCN(CC1)C(=O)OC(C)(C)C)OC